tert-butyl (2R)-2-{[(tert-butoxycarbonyl)(4,4-difluorobutyl)amino]methyl}-4-fluoro-6-hydroxy-5-(1,1,4-trioxo-1λ6,2,5-thiadiazolidin-2-yl)-2,3-dihydro-1H-indole-1-carboxylate C(C)(C)(C)OC(=O)N(CCCC(F)F)C[C@@H]1N(C2=CC(=C(C(=C2C1)F)N1S(NC(C1)=O)(=O)=O)O)C(=O)OC(C)(C)C